sodium dibromobenzophenone BrC=1C(=C(C(=O)C2=CC=CC=C2)C=CC1)Br.[Na]